C(CC)N1CC=CC2=CC=CC=C12 N-propyl-quinoline